OC(CNC(=O)[C@@H]1CN(CCC1)C(=O)OC(C)(C)C)COC1=C(C(=CC(=C1F)F)F)F tert-Butyl (3S)-3-{[2-hydroxy-3-(2,3,5,6-tetrafluorophenoxy)propyl]carbamoyl}piperidine-1-carboxylate